FS(=O)(=O)OC=1C=C(C=CC1)C1C(NC(CC1)=O)=O 3-(3-fluorosulfonyloxyphenyl)-2,6-dioxo-piperidine